(R)-1-(3,5-difluorophenyl)-3-(6-(methylsulfonyl)isoquinolin-4-yl)-2-oxoimidazoline-4-carbonitrile FC=1C=C(C=C(C1)F)N1C(N([C@H](C1)C#N)C1=CN=CC2=CC=C(C=C12)S(=O)(=O)C)=O